C1(CC1)S(=O)(=O)NC=1N=C(SC1)CNC(=O)C1=NC=C(C=C1)C1=NC(=CN=C1)OCC N-[(4-cyclopropanesulfonamido-1,3-thiazol-2-yl)methyl]-5-(6-ethoxypyrazin-2-yl)pyridine-2-carboxamide